tert-butyl 2-(3-((5-(2-chloro-6-cyano-4-(2-(4-((2-(methylthio)pyrimidin-5-yl)methoxy)phenyl)propan-2-yl)phenoxy)pentyl) oxy)propoxy)acetate ClC1=C(OCCCCCOCCCOCC(=O)OC(C)(C)C)C(=CC(=C1)C(C)(C)C1=CC=C(C=C1)OCC=1C=NC(=NC1)SC)C#N